ClC1=CC=C2C(=C3N(C2=C1Cl)CCC(C3)C#N)C=3C=NNC3 3,4-dichloro-10-(1H-pyrazol-4-yl)-6,7,8,9-tetrahydropyrido[1,2-a]indole-8-carbonitrile